COCC1=CC=C(C(=O)N)C=C1 4-(methoxymethyl)benzamide